C1=CC=CC=2C3=CC=CC=C3C(=CC12)C1=CC=C(C=C1)NC1=CC=C(C(=C1)C1=CC=CC=C1)C1=CC(=CC=C1)C1=CC=CC=C1 (4-phenanthrene-9-yl-phenyl)-[1,1':2',1'':3'',1''']quaterphenyl-5'-yl-amine